2-amino-3-hydroxyhexanoic acid NC(C(=O)O)C(CCC)O